CC1=C(C(=O)P(C(C2=C(C=CC=C2C)C)=O)=O)C(=CC=C1)C bis(2,6-dimethylbenzoyl)phosphine oxide